FC1=C(CN2C(C3=NC=CC=C3C2=O)([2H])[2H])C(=CC(=C1)C1=C2C=NN(C2=C(C=C1)OC)C([2H])([2H])[2H])F 6-(2,6-difluoro-4-(7-methoxy-1-(methyl-d3)-1H-indazol-4-yl)benzyl)-6,7-dihydro-5H-pyrrolo[3,4-b]pyridin-5-one-7,7-d2